C(C1=CC=CC=C1)(=O)N1CCC2(C=NNC2=O)CC1 8-benzoyl-2,3,8-triazaspiro[4.5]dec-3-en-1-one